12-hexadecadieneal C=CC=CCCCCCCCC(CCCC)=O